FC(C=C)(F)F Trifluoropropen